2-(4-bromophenyl)-1,3,5-trimethylbenzene BrC1=CC=C(C=C1)C1=C(C=C(C=C1C)C)C